C1(CCCCC1)C=1C(=C(C(=C(C1C(C)C)C1=CC(=CC=C1)OC(C)C)C(C)C)C1CCCCC1)C(C)C dicyclohexyl-(3-isopropoxy-2',4',6'-triisopropyl-[1,1'-biphenyl])